3-(2-(2-(2-iodoethoxy)ethoxy)-ethoxy)prop-1-yne ICCOCCOCCOCC#C